CC(C(=O)C1=CC(=NN1C1OCCCC1)C(=C)C)C 2-methyl-1-(3-(prop-1-en-2-yl)-1-(tetrahydro-2H-pyran-2-yl)-1H-pyrazol-5-yl)propan-1-one